7-{1-[2-(2-fluorophenyl)-1H-imidazol-5-yl]ethyl}-5-[4-(2H-1,2,3-triazol-2-yl)phenyl]-7H-pyrrolo[2,3-d]pyrimidin-4-amine FC1=C(C=CC=C1)C=1NC(=CN1)C(C)N1C=C(C2=C1N=CN=C2N)C2=CC=C(C=C2)N2N=CC=N2